C1(=CC=CC=C1)C(=O)[C@H](O)[C@@](O)([C@@](O)([C@H](O)C)OCC1=CC=CC=C1)OCC1=CC=CC=C1 1-phenyl-3,4-dibenzyloxy-D-fucose